C(C1=CC=CC=C1)OC(=O)C1(CN(C(C1)=O)[C@@H](C)C1=CC=C(C=C1)OC)C.C(#N)C1=CC=C(O1)C(=O)NC1=C(C=C(C=C1)N1CCN(CC1)CCF)N1CCCCC1 5-cyano-N-(4-(4-(2-fluoroethyl)piperazin-1-yl)-2-(piperidin-1-yl)phenyl)furan-2-carboxamide Benzyl-1-((S)-1-(4-methoxyphenyl)ethyl)-3-methyl-5-oxopyrrolidine-3-carboxylate